1-(2,3-difluoro-4-(4,4,5,5-tetramethyl-1,3,2-dioxaborolan-2-yl)phenyl)-N,N-dimethylmethanamine FC1=C(C=CC(=C1F)B1OC(C(O1)(C)C)(C)C)CN(C)C